NC1=NC=C(C=C1C(=O)N[C@@H]1[C@H](CCC1)OCC1=CC=C(C=C1)C=1C=C2CCCN(C2=CC1)C1CCN(CC1)CCO)C=1C=NN(C1)C 2-amino-N-{(1S,2S)-2-[(4-{1-[1-(2-hydroxyethyl)piperidin-4-yl]-1,2,3,4-tetrahydroquinolin-6-yl}phenyl)methoxy]cyclopentyl}-5-(1-methyl-1H-pyrazol-4-yl)pyridine-3-carboxamide